OC1(CNC1)COC1=CC(=C2CN(C(C2=C1)=O)C1CCC(CC1)C(=O)NC1=CC(=C(C=C1)C)OC)C (1s,4s)-4-(6-((3-Hydroxyazetidin-3-yl)methoxy)-4-methyl-1-oxoisoindolin-2-yl)-N-(3-methoxy-4-methylphenyl)cyclohexanecarboxamide